NC=1C(=CC(=C(C(=O)OC)C1)C)F methyl 5-amino-4-fluoro-2-methylbenzoate